7-morpholino-pyrido[3,2-d]pyrimidine-2,4-dione O1CCN(CC1)C1=CC=2NC(NC(C2N=C1)=O)=O